heptyl-sulfonamide C(CCCCCC)S(=O)(=O)N